C[C@H]1N(C[C@@H]([C@H]([C@@H]1O)O)O)CC1CCN(CC1)C1=CC=C(C=C1)C(F)(F)F (2R,3R,4R,5S)-2-methyl-1-((1-(4-(trifluoromethyl)phenyl)piperidin-4-yl)methyl)piperidine-3,4,5-triol